(2-Methoxy-1,6-naphthyridin-3-yl)methanol COC1=NC2=CC=NC=C2C=C1CO